C(C)C(COP(O)(O)=O)CCCC mono(2-ethylhexyl)phosphoric acid